The molecule is a fatty acid-taurine conjugate derived from stearic acid. It has a role as a mouse metabolite. It derives from an octadecanoic acid. It is a conjugate acid of a N-stearoyltaurine(1-). CCCCCCCCCCCCCCCCCC(=O)NCCS(=O)(=O)O